1-(1-(2-((2-(1-(Cyclopropylsulfonyl)-1H-pyrazol-4-yl)pyrimidin-4-yl)amino)-5-((1-methyl-1H-pyrazol-4-yl)ethynyl)pyridin-4-yl)piperidin-4-yl)-N2,N2-dimethylethane-1,2-diamine C1(CC1)S(=O)(=O)N1N=CC(=C1)C1=NC=CC(=N1)NC1=NC=C(C(=C1)N1CCC(CC1)C(CN(C)C)N)C#CC=1C=NN(C1)C